C(C1=CC=CC=C1)OC(=O)N[C@H](C(=O)N1[C@@H]([C@H]2C([C@H]2C1)(C)C)C(=O)O)C(C)(C)C (1R,2S,5S)-3-[(2S)-2-(benzyloxycarbonylamino)-3,3-dimethyl-butanoyl]-6,6-dimethyl-3-azabicyclo[3.1.0]hexane-2-carboxylic acid